C(C)(C)(C)OC(CN1CC2(C1)CCN(CC2)C=2C=C1C(N(C(C1=CC2)=O)C2C(NC(CC2)=O)=O)=O)=O 2-[7-[2-(2,6-dioxo-3-piperidyl)-1,3-dioxoisoindolin-5-yl]-2,7-diazaspiro[3.5]non-2-yl]acetic acid tert-butyl ester